NC=1C2=C(N=CN1)N(C(=C2C2=CC=C(C=C2)OC2=CC=CC=C2)C#CC2CC1(CN(C1)C(\C=C\CN1CCOCC1)=O)C2)C (E)-1-(6-((4-amino-7-methyl-5-(4-phenoxyphenyl)-7H-pyrrolo[2,3-d]pyrimidin-6-yl)ethynyl)-2-azaspiro[3.3]heptan-2-yl)-4-morpholinobut-2-en-1-one